BrC=1C=C(C=C(C1)Cl)C1COC1 3-(3-bromo-5-chlorophenyl)oxetane